methyl 8-(3-fluorophenyl)-2-methyl-3-oxo-3,4-dihydroquinoxaline-6-carboxylate FC=1C=C(C=CC1)C=1C=C(C=C2NC(C(=NC12)C)=O)C(=O)OC